C1(C=CC1)CCC(=O)NCCCC[C@H](N)C(=O)O N6-(3-(cyclobut-2-en-1-yl)propanoyl)lysine